COC=1C(=NC=CC1)C=1C=CC(=NC1)N[C@H]1C[C@H](CC1)CNC(=O)C1=CC(=NO1)C N-[[(1S,3R)-3-[[5-(3-methoxy-2-pyridyl)-2-pyridyl]amino]cyclopentyl]methyl]-3-methyl-isoxazole-5-carboxamide